FC1=C(C(=C(C(=C1F)F)F)F)OC(CCCC)=O pentanoic acid perfluorophenyl ester